3-bromo-11H-benzo[b]fluorene BrC1=CC=2C=3C=C4C(=CC3CC2C=C1)C=CC=C4